O[C@H]1CC(N(C1)C=1N=NC(=CC1)C1=C(C=C(C=C1C)C)O)=O (4S)-4-hydroxy-1-[6-(2-hydroxy-4,6-dimethyl-phenyl)pyridazin-3-yl]pyrrolidin-2-one